Cl.ClC1=CC(=NC2=NC=C(C=C12)N1C[C@@H](CC1)NCCF)C1=CC2=CN(N=C2C=C1O)C 5-{4-chloro-6-[(3R)-3-[(2-fluoroethyl)amino]pyrrolidin-1-yl]-1,8-naphthyridin-2-yl}-2-methylindazol-6-ol hydrochloride